FC=1C=CC=2N(C(C=C(N2)C2=NN3C(C(=NC(=C3)C)OC)=C2)=O)C1 7-fluoro-2-(4-methoxy-6-methylpyrazolo[1,5-a]pyrazin-2-yl)-4H-pyrido[1,2-a]pyrimidin-4-one